FC(CCCO)(F)F 4,4,4-Trifluorobutan-1-ol